F[C@@H]1C[C@@]2(CCCN2C1)COC1=NC2=C(C(=CC=C2C(=N1)N1CCOCC1)C1=CC(=CC2=CC=C(C(=C12)C#C)F)O)F 4-(2-{[(2r,7as)-2-fluoro-hexahydro-1H-pyrrolizin-7a-yl]methoxy}-8-fluoro-4-(morpholin-4-yl)quinazolin-7-yl)-5-ethynyl-6-fluoronaphthalene-2-ol